BrC1=CC(=C(C(=C1)F)[C@H]1N([C@@H](CC2=C3C(=CC=C12)N(N=C3)C3OCCCC3)C)CC3(CC3)F)F (6S,8R)-6-(4-bromo-2,6-difluorophenyl)-7-((1-fluorocyclopropyl)methyl)-8-methyl-3-(tetrahydro-2H-pyran-2-yl)-6,7,8,9-tetrahydro-3H-pyrazolo[4,3-f]isoquinoline